4-fluoro-2',4',6'-trimethyl-[1,1'-biphenyl] FC1=CC=C(C=C1)C1=C(C=C(C=C1C)C)C